ClC1=C(C#N)C=CC(=C1)OC=1C=NC=C(C1)F 2-chloro-4-((5-fluoropyridin-3-yl)oxy)benzonitrile